(S)-2-((5-cyanopyrimidin-2-yl)amino)-4-((2-((5-fluoropyridin-3-yl)oxy)ethyl)(4-(5,6,7,8-tetrahydro-1,8-naphthyridin-2-yl)butyl)amino)butanoic acid C(#N)C=1C=NC(=NC1)N[C@H](C(=O)O)CCN(CCCCC1=NC=2NCCCC2C=C1)CCOC=1C=NC=C(C1)F